6-(2-fluorophenyl)-2,3,4,5-tetrahydropyridine FC1=C(C=CC=C1)C=1CCCCN1